FC1=CC=C(C=C1)[C@@H](C)NC1=NC(=NC2=CC(=C(C=C12)OC)OC)C N-[(1R)-1-(4-fluorophenyl)ethyl]-6,7-dimethoxy-2-methylquinazolin-4-amine